N1(CCCC1)C1=CC=CC(=N1)C1CCNCC1 4-(6-(pyrrolidin-1-yl)pyridin-2-yl)piperidine